2-isopropoxypyrimidine-5-carboxamide C(C)(C)OC1=NC=C(C=N1)C(=O)N